O[C@H]1CN(CC1)CC=1C=CC(=NC1)C(=O)NC1=C(C(=CC=C1)B1OC(C(O1)(C)C)(C)C)C 5-[[(3R)-3-hydroxypyrrolidin-1-yl]methyl]-N-[2-methyl-3-(4,4,5,5-tetramethyl-1,3,2-dioxaborolan-2-yl)phenyl]pyridine-2-carboxamide